NC1=NC=NN2C1=C(C=C2C=2C=C(C(=O)N[C@@H]1CN(C[C@@H]1F)C(=O)C1CCC(CC1)F)C=CC2)C(F)(F)F 3-[4-amino-5-(trifluoromethyl)pyrrolo[2,1-f][1,2,4]triazin-7-yl]-N-[(3R,4S)-4-fluoro-1-(4-fluorocyclohexanecarbonyl)pyrrolidin-3-yl]benzamide